ClC=1C=C(C=CC1)C1CN(CC2=C(C=C(C=C12)Cl)Cl)C 4-(3-chlorophenyl)-6,8-dichloro-2-methyl-1,2,3,4-tetrahydroisoquinoline